COC=1C=CC=2N(C3=CC=C(C=C3C2C1)OC)[C@H](C)C1=CC=C(CP(O)(O)=O)C=C1 R-(4-(1-(3,6-dimethoxy-9H-carbazole-9-yl)ethyl)benzyl)phosphonic acid